O1CCCC1.O1CCCC1.[Zr] zirconium bis(tetrahydrofuran)